3-(bromomethyl)-2-chloroisonicotinic acid methyl ester COC(C1=C(C(=NC=C1)Cl)CBr)=O